FC1(CCCC1)CN1N=CC(=C1)C=1C(=NC(=CC1)C)C=1C=CC2=CN(N=C2C1)C 6-(3-(1-((1-fluorocyclopentyl)methyl)-1H-pyrazol-4-yl)-6-methylpyridin-2-yl)-2-methyl-2H-indazole